2,2-Difluorocyclobutane-1-carboxylic acid FC1(C(CC1)C(=O)O)F